Tetraacetyloxyresveratrol C(C)(=O)OC(C1=C(C(O)=C(C(O)=C1OC(C)=O)OC(C)=O)OC(C)=O)=CC1=CC=C(O)C=C1